2,2'-bis-(2,4,6-trifluorophenyl)-4,4',5,5'-tetrakis-(3-methoxyphenyl)-biimidazole tert-Butyl-ethyl((2-oxoazepan-3-yl)methyl)carbamate C(C)(C)(C)OC(N(CC1C(NCCCC1)=O)CC)=O.FC1=C(C(=CC(=C1)F)F)C1(N=C(C(=N1)C1=CC(=CC=C1)OC)C1=CC(=CC=C1)OC)C1(N=C(C(=N1)C1=CC(=CC=C1)OC)C1=CC(=CC=C1)OC)C1=C(C=C(C=C1F)F)F